((1R,2R)-2-(((TETRAHYDRO-2H-PYRAN-2-YL)OXY)METHYL)CYCLOBUTYL)METHANOL O1C(CCCC1)OC[C@H]1[C@@H](CC1)CO